C[C@@]1(OC1)[C@H]1[C@H]([C@@H]([C@@H](C(O1)CC(=O)O)CC(=O)O)CC(=O)O)CC(=O)O.C(C)(=O)O.C(C)(=O)O.C(C)(=O)O.C(C)(=O)O.O=C[C@@H](O)[C@H](O)[C@H](O)CO arabinose tetraacetate ((3S,4R,5S,6R)-6-((S)-2-methyloxiran-2-yl)-tetrahydro-2H-pyran-2,3,4,5-tetrayl-tetraacetate)